[C@H]12CNC[C@H](C1C(=O)N1CCC3(CC1)C(N(C1=CC=CC=C13)C1CC(C1)N1CCCCC1)=O)C2 [(1R,5S,6S)-3-AZABICYCLO[3.1.1]HEPTANE-6-CARBONYL]-1-[(1S,3S)-3-(PIPERIDIN-1-YL)CYCLOBUTYL]SPIRO[INDOLE-3,4'-PIPERIDIN]-2-ONE